ClC1=C2C(=NC=C1OC1=CC(=NC=C1)NC(N(C)C)=O)N=C(N2C)NC2=NN1C(C(N(CC1)C)=O)=C2 3-(4-((7-chloro-1-methyl-2-((5-methyl-4-oxo-4,5,6,7-tetrahydropyrazolo[1,5-a]pyrazin-2-yl)amino)-1H-imidazo[4,5-b]pyridin-6-yl)oxy)pyridin-2-yl)-1,1-dimethylurea